ClC=1N=C(C2=C(N1)N(C=C2)COCC[Si](C)(C)C)N2N=CCC2C2=CC=CC=C2 2-chloro-4-(5-phenyl-4,5-dihydro-1H-pyrazol-1-yl)-7-((2-(trimethylsilyl)ethoxy)methyl)-7H-pyrrolo[2,3-d]pyrimidine